4-(2-(5-methyl-1H-pyrazol-3-yl)-5-(3-(m-tolyl)-1H-pyrazol-1-yl)pyrazolo[1,5-a]pyrimidin-7-yl)morpholine CC1=CC(=NN1)C1=NN2C(N=C(C=C2N2CCOCC2)N2N=C(C=C2)C=2C=C(C=CC2)C)=C1